ClC1=NN(C(=C1)I)COCC[Si](C)(C)C 3-chloro-5-iodo-1-{[2-(trimethylsilyl)ethoxy]methyl}-1H-pyrazole